CN(CCC1=CC=C(C=C1)C1=CCC(CN1C(=O)OC(C)(C)C)C)C tert-butyl 6-(4-(2-(dimethylamino)ethyl)phenyl)-3-methyl-3,4-dihydropyridine-1(2H)-carboxylate